C1(CC1)COC=1C=C(C=CC1OCCCN1CCCCC1)NC1=NC=CC(=N1)NC=1C=NC2=CC=CC=C2C1 2-[3-(cyclopropylmethoxy)-4-(3-piperidinopropoxy)phenylamino]-4-(3-quinolylamino)pyrimidine